C1(=CC=CC=C1)C1=CCCCC1 3-phenyl-2-cyclohexene